Methyl 6-bromo-8-chloroimidazo[1,5-a]pyridine-3-carboxylate BrC=1C=C(C=2N(C1)C(=NC2)C(=O)OC)Cl